2-amino-1,6-dimethylimidazopyridine NC1=NC2=C(C=C(C=N2)C)N1C